FS(=O)(=O)C(C(OC(C(OC(C(=O)F)(C(F)(F)F)F)(F)F)(C(F)(F)F)F)(F)F)(F)F 8-Fluorosulfonylperfluoro(2,5-dimethyl-3,6-dioxaoctanoyl) fluoride